acryloxyethoxy phthalate C(C=1C(C(=O)[O-])=CC=CC1)(=O)OOCCOC(C=C)=O